(3S)-3-((7-cyclopropyl-2-(2-(2-propenoyl)-2,6-diazaspiro[3.4]octan-6-yl)-4-quinazolinyl)amino)-N,5-dimethylhexanamide C1(CC1)C1=CC=C2C(=NC(=NC2=C1)N1CC2(CN(C2)C(C=C)=O)CC1)N[C@H](CC(=O)NC)CC(C)C